(3R)-3-amino-5-[(4-chlorophenyl)methyl]-8-fluoro-7-[5-(5-methyl-1,3,4-oxadiazol-2-yl)-1,2,4-oxadiazol-3-yl]-1,1-dioxo-2,3-dihydro-1lambda6,5-benzothiazepin-4-one N[C@H]1CS(C2=C(N(C1=O)CC1=CC=C(C=C1)Cl)C=C(C(=C2)F)C2=NOC(=N2)C=2OC(=NN2)C)(=O)=O